2-(3,5-dichloro-4-((1-cyclopentyl-1H-benzo[d]imidazol-6-yl)oxy)phenyl)-3,5-dioxo-2,3,4,5-tetrahydro-1,2,4-triazine-6-carbonitrile ClC=1C=C(C=C(C1OC=1C=CC2=C(N(C=N2)C2CCCC2)C1)Cl)N1N=C(C(NC1=O)=O)C#N